[Cl-].C1(=CC=CC2=CC=CC=C12)[C@@H](C)[NH3+] (R)-1-(1-naphthyl)ethyl-ammonium chloride